4-(2-(2-(2-isopropylphenyl)-4-((4-methoxycyclohexyl)methyl)piperazin-1-yl)-7-azaspiro[3.5]nonan-7-yl)benzamide C(C)(C)C1=C(C=CC=C1)C1N(CCN(C1)CC1CCC(CC1)OC)C1CC2(C1)CCN(CC2)C2=CC=C(C(=O)N)C=C2